CC(=C)C(=O)O[Si](C)(C)O dimethylsiloxane methacrylate